6-Chloro-1-methyl-8-(6-morpholin-4-yl-pyridin-3-yl)-9H-pyrido[3,4-b]indole ClC=1C=C2C3=C(NC2=C(C1)C=1C=NC(=CC1)N1CCOCC1)C(=NC=C3)C